C(CCCCCCCC)C=1C=C(C=CC1O)C(CCCCCCCCC)C1=CC(=C(C=C1)O)CCCCCCCCC 1,1-bis(3-nonyl-4-hydroxyphenyl)decane